Methyldifluoropropionat CCC(C(=O)[O-])(F)F